CNCCCNCCS=P([O-])([O-])[O-] S-[2-(3-methylaminopropyl)aminoethyl]phosphorothioate